C1(=CC=CC=C1)S(=O)(=O)N1C2=C(C=C1)CCOC2=O 1-(benzenesulfonyl)-4,5-dihydropyrano[3,4-b]pyrrol-7(1H)-one